methyl (2R)-3-(3-(6-((tert-butyldimethylsilyl)oxy)-5,5-dimethyl-1-((tetrahydro-2H-pyran-2-yl)oxy)hexyl)phenyl)-2-methylpropanoate [Si](C)(C)(C(C)(C)C)OCC(CCCC(OC1OCCCC1)C=1C=C(C=CC1)C[C@H](C(=O)OC)C)(C)C